N-(2-hydroxyethyl)-2-oxo-1-[cis-4-[(3-methoxy-4-methylphenyl)carbamoyl]cyclohexyl]-2,3-dihydro-1H-1,3-benzodiazole-4-carboxamide OCCNC(=O)C1=CC=CC=2N(C(NC21)=O)[C@@H]2CC[C@@H](CC2)C(NC2=CC(=C(C=C2)C)OC)=O